tert-butyl 6-methoxy-5-(2-methylpyrimidin-5-yl)-1H-indazole-1-carboxylate COC1=C(C=C2C=NN(C2=C1)C(=O)OC(C)(C)C)C=1C=NC(=NC1)C